R-2-propyl-4-hexynoic acid C(CC)[C@@H](C(=O)O)CC#CC